FC1=C(OC2=C(N=C(S2)C(=O)OC)C)C=CC(=C1)N1N=CNC1=O methyl 5-[2-fluoro-4-(5-oxo-4H-1,2,4-triazol-1-yl)phenoxy]-4-methyl-thiazole-2-carboxylate